methyl 3-((2-hydroxyethyl-2,2-d2)thio)-4-(methyl-d3)benzoate OC(CSC=1C=C(C(=O)OC)C=CC1C([2H])([2H])[2H])([2H])[2H]